(3S)-1-[3-[4-(2-Azaspiro[3.4]octan-2-yl)phenyl]azetidine-1-carbonyl]pyrrolidine-3-carboxamide C1N(CC12CCCC2)C2=CC=C(C=C2)C2CN(C2)C(=O)N2C[C@H](CC2)C(=O)N